CN(C([C@@H](CC(N1CCC(CC1)N1C(NC2=CC=CC=C2C1)=O)=O)CC=1C=C2C=NNC2=C(C1)C)=O)C |r| (±)-N,N-Dimethyl-2-(7-methyl-1H-indazol-5-ylmethyl)-4-oxo-4-[4-(2-oxo-1,4-dihydro-2H-quinazolin-3-yl)-piperidin-1-yl]-butyramide